butyl-para-hydroxybenzoate C(CCC)OC(C1=CC=C(C=C1)O)=O